NC=1C=2N(C=CN1)C(=NC2C2=CC=C(C=C2)[C@@](C)(C2=CC(=CC=C2)N2CCOCC2)O)[C@H]2CN1C(CC[C@@H]1CC2)=O (6R,8aS)-6-(8-Amino-1-{4-[(1S)-1-hydroxy-1-(3-morpholin-4-ylphenyl)ethyl]phenyl}imidazo[1,5-a]pyrazin-3-yl)hexahydroindolizin-3(2H)-on